CC1(OCC[C@@H](C1)C1=CC2=C(N(C(=C2)C(=O)O)[C@@]2([C@H](C2)C#CC)C2=NOC(N2)=C=O)S1)C 2-((S)-2,2-dimethyltetrahydro-2H-pyran-4-yl)-6-((1S,2R)-1-(5-carbonyl-4,5-dihydro-1,2,4-oxadiazol-3-yl)-2-(prop-1-yn-1-yl)cyclopropyl)-6H-thieno[2,3-b]pyrrole-5-carboxylic acid